C(C)OC1=NC(=C(C=2N=C(N=C(C21)N2CCOCCC2)OC[C@]21CCCN1C[C@@H](C2)F)F)C2=CC(=CC1=CC=C(C(=C21)C#C)F)O 4-(5-ethoxy-8-fluoro-2-(((2R,7aS)-2-fluorotetrahydro-1H-pyrrolizin-7a(5H)-yl)methoxy)-4-(1,4-oxazepan-4-yl)pyrido[4,3-d]pyrimidin-7-yl)-5-ethynyl-6-fluoronaphthalen-2-ol